triisopropylsilanethiol C(C)(C)[Si](S)(C(C)C)C(C)C